ClC1=NC=C(C(=O)NCC2CCCCC2)C(=C1)OC 6-Chloro-N-(cyclohexylmethyl)-4-methoxynicotinamide